CCCCC/C=C\C/C=C\C/C=C\CCCCCCC(=O)O[C@H](COC(=O)CCCCC/C=C\C/C=C\C/C=C\C/C=C\CCCCC)COP(=O)(O)OC[C@H](CO)O 1-(7Z,10Z,13Z,16Z-docosatetraenoyl)-2-(8Z,11Z,14Z-eicosatrienoyl)-glycero-3-phospho-(1'-sn-glycerol)